NC1=C(C=C(C=C1N)F)F 4,5-diamino-1,3-difluorobenzene